C1(CC1)C=1C=CC=2N(C1)C=C(N2)COC2=CC(=NC=C2)NCC2=CC=C(C=C2)OC 4-((6-cyclopropylimidazo[1,2-a]pyridin-2-yl)methoxy)-N-(4-methoxybenzyl)pyridin-2-amine